C1(CC1)C=1C=C(C=C(C1)CN1C[C@H](N[C@H](C1)C)C)NC1=NC=C(C(=N1)C1=CNC2=CC(=CC=C12)C)C N-(3-cyclopropyl-5-(((3R,5S)-3,5-dimethylpiperazine-1-yl)methyl)phenyl)-5-methyl-4-(6-methyl-1H-indole-3-yl)pyrimidine-2-amine